ClC=1N=C(C2=C(N1)CC[S@]2=O)N[C@@H]2CN(CC2)C(=O)OC Methyl (3S)-3-(((5R)-2-chloro-5-oxido-6,7-dihydrothieno[3,2-d]pyrimidin-4-yl)amino)pyrrolidine-1-carboxylate